ClC=1C(=C(C=CC1)NC1=C(NC2=C1C(NCC2)=O)C2=C(C=NC=C2)C#C[C@H]2N(CCOC2)C(C=C)=O)OC 3-[(3-chloro-2-methoxyphenyl)amino]-2-(3-{2-[(3R)-4-(prop-2-enoyl)morpholin-3-yl]ethynyl}pyridin-4-yl)-1H,5H,6H,7H-pyrrolo[3,2-c]pyridin-4-one